lithium (2R,3R)-3-cyclopropyl-1-(2-hydroxyethyl)aziridine-2-carboxylate C1(CC1)[C@@H]1[C@@H](N1CCO)C(=O)[O-].[Li+]